Ethyl-3-(5-(2-(2-azidoethoxy)ethoxy)-2-(3-((2,4-diamino-6-ethylpyrimidin-5-yl)oxy)propoxy)phenyl)propanoate C(C)OC(CCC1=C(C=CC(=C1)OCCOCCN=[N+]=[N-])OCCCOC=1C(=NC(=NC1CC)N)N)=O